2-Amino-3-fluoro-4-trifluoromethylpyridine NC1=NC=CC(=C1F)C(F)(F)F